ClC1=C(C=C(OCC(=O)N[C@@H]2CN[C@H](CC2)C=2OC(=NN2)C2=CC=C(C=C2)C(F)(F)F)C=C1)F 2-(4-chloro-3-fluorophenoxy)-N-[(3s,6r)-6-{5-[4-(trifluoromethyl)phenyl]-1,3,4-oxadiazol-2-yl}piperidin-3-yl]acetamide